CC(CC(CCCCCN)C)N 1,3-dimethyl-1,8-octanediamine